NC=1C=2N(C3=CC(=C(C=C3N1)F)C(=O)N([C@@H]1COC3=C1C=CC(=C3)N3N=C(N=C3)C(F)(F)F)C)C=NC2 (S)-4-amino-7-fluoro-N-methyl-N-(6-(3-(trifluoromethyl)-1H-1,2,4-triazol-1-yl)-2,3-dihydrobenzofuran-3-yl)imidazo[1,5-a]quinoxaline-8-carboxamide